4-acetoxy-2,5,6-trimethylcyclohex-2-ene-1-carboxylic acid methyl ester COC(=O)C1C(=CC(C(C1C)C)OC(C)=O)C